C1=CC=CC=2OC3=CC=CC=C3C3(C12)OCC1=CC=CC=C13 spiro[isobenzofuran-1,9'-xanthene]